FC(C1=CC=C(C=C1)C=1C=NC(=C2C=CC=NC12)OCC1(COCC1)O)(F)F 3-(((8-(4-(trifluoromethyl)phenyl)-1,6-naphthyridin-5-yl)oxy)methyl)tetrahydrofuran-3-ol